N-[[(1R,3S)-3-[[6-(4-hydroxypiperidine-1-carbonyl)-1,3-benzothiazol-2-yl]amino]cyclopentyl]methyl]-3-methyl-isoxazole-5-carboxamide OC1CCN(CC1)C(=O)C1=CC2=C(N=C(S2)N[C@@H]2C[C@@H](CC2)CNC(=O)C2=CC(=NO2)C)C=C1